(R)-2-hydroxy-N-(4-nitrophenylethyl)butanamide O[C@@H](C(=O)NCCC1=CC=C(C=C1)[N+](=O)[O-])CC